3-((4-((2-Amino-4-phenylthiazol-5-yl)oxy)pyridin-2-yl)amino)-N-methylbenzamide NC=1SC(=C(N1)C1=CC=CC=C1)OC1=CC(=NC=C1)NC=1C=C(C(=O)NC)C=CC1